BrC=1C(=C(C=CC1)CC(=O)OCC)C(F)(F)F ethyl 2-[3-bromo-2-(trifluoromethyl)phenyl]acetate